3-methoxyphenyl-acrylic acid 2-(biphenyloxy)-ethyl ester C=1(C(=CC=CC1)OCCOC(C(=C)C1=CC(=CC=C1)OC)=O)C1=CC=CC=C1